CN(CCC1(C(C=C(C(=C1)OC)NC1=NC=NC(=N1)N1CC(C2=NC(=CC=C21)C)(C)C)[N+](=O)[O-])NC)C 1-(2-(dimethylamino)ethyl)-5-methoxy-N1-methyl-2-nitro-N4-(4-(3,3,5-trisMethyl-2,3-dihydro-1H-pyrrolo[3,2-b]pyridin-1-yl)-1,3,5-triazin-2-yl)benzene-1,4-diamine